C(=O)O.ClC1=C(CN2CC(C2)(O)C)C(=CC(=C1)C1CN(C1)C1=C(C=CC=C1Cl)Cl)C 1-(2-chloro-4-(1-(2,6-dichlorophenyl)azetidin-3-yl)-6-methylbenzyl)-3-methylazetidin-3-ol, formic acid salt